C(C1=CC=CC=C1)(C1=CC=CC=C1)N1CC(N(CC1)C(=O)C=1C=C2CN(C(C2=CC1F)=O)C1C(NC(CC1)=O)=O)CF 3-(5-(4-benzhydryl-2-(fluoromethyl)piperazine-1-carbonyl)-6-fluoro-1-oxoisoindolin-2-yl)piperidine-2,6-dione